BrC=1C=C2CCC\3C(OC(/C3=C/O[C@@H]3OC(C(=C3)C)=O)=O)C2=CC1 (±)-(E)-7-bromo-3-((((R)-4-methyl-5-oxo-2,5-dihydrofuran-2-yl)oxy)methylene)-3a,4,5,9b-tetrahydronaphtho[1,2-b]furan-2(3H)-one